NC1CC(C1)C(=O)NCCCNC(C1=C(C=C(C=C1)NC=1C=2N(C=CN1)C(=CN2)C=2C(=NN(C2)C(=O)C2CC(C2)N)C(F)(F)F)CC)=O N-[3-[(3-aminocyclobutanecarbonyl)amino]propyl]-4-[[3-[1-(3-aminocyclobutanecarbonyl)-3-(trifluoromethyl)pyrazol-4-yl]imidazo[1,2-a]pyrazin-8-yl]amino]-2-ethyl-benzamide